C(C)(C)(C)N1[C@H]([C@@](CCC1)(CO)N)CO[C@@H]1CC[C@@H](CC1)C1=CC=CC=C1 tert-butyl-(CIS)-3-amino-3-(hydroxymethyl)-2-({[(CIS)-4-phenylcyclohexyl]oxy}methyl)piperidine